oxazolidin-2-one-4,4-d2 tert-butyl-(1-(5-bromo-3-(3-chloro-2-fluorophenyl)-1-(4-methoxybenzyl)-1H-pyrazolo[3,4-b]pyrazin-6-yl)-4-methylpiperidin-4-yl)carbamate C(C)(C)(C)N(C(O)=O)C1(CCN(CC1)C1=C(N=C2C(=N1)N(N=C2C2=C(C(=CC=C2)Cl)F)CC2=CC=C(C=C2)OC)Br)C.O2C(NC(C2)([2H])[2H])=O